CC1=CC(=CC=N1)B1OC(C(O1)(C)C)(C)C 6-methyl-4-(4,4,5,5-tetramethyl-1,3,2-dioxaborolan-2-yl)pyridine